6-(2,6-dichloro-4-nitrophenoxy)-2-(3-(trifluoromethoxy)benzyl)-3,4-dihydroisoquinolin-1(2H)-one ClC1=C(OC=2C=C3CCN(C(C3=CC2)=O)CC2=CC(=CC=C2)OC(F)(F)F)C(=CC(=C1)[N+](=O)[O-])Cl